5-chloro-1-(4-piperidinyl)-1H-benzimidazol-2(3H)-one ClC1=CC2=C(N(C(N2)=O)C2CCNCC2)C=C1